(2S)-1-(4-{[2-(3-{[2-(fluoromethoxy)-4-methanesulfonylphenyl]amino}prop-1-yn-1-yl)-1-(2,2,2-trifluoroethyl)-1H-indol-4-yl]amino}piperidin-1-yl)-3-methoxypropan-2-ol FCOC1=C(C=CC(=C1)S(=O)(=O)C)NCC#CC=1N(C2=CC=CC(=C2C1)NC1CCN(CC1)C[C@@H](COC)O)CC(F)(F)F